COC1=NC2=CC=CC=C2C=C1C1=CN=C(N1)[C@H](CCCCCC(CC)=O)NC(=O)C1C2(CN(C2)C)CC(N1)=O N-((S)-1-(5-(2-methoxyquinolin-3-yl)-1H-imidazol-2-yl)-7-oxononyl)-2-methyl-7-oxo-2,6-diazaspiro[3.4]octane-5-carboxamide